ClC1=NN2C=3CC4(CC4)CNC3C=NC2=C1 4-chlorospiro[2,3,7,10-tetrazatricyclo[7.4.0.02,6]trideca-1(9),3,5,7-tetraene-12,1'-cyclopropane]